{(5R,8s)-8-[(S)-2-(2,6-difluorophenyl)-1-pyrrolidinyl]-2-aza-2-spiro[4.5]decyl}[5-(hydroxymethyl)-2-furyl]methanone FC1=C(C(=CC=C1)F)[C@H]1N(CCC1)C1CCC2(CCN(C2)C(=O)C=2OC(=CC2)CO)CC1